C(C)(=O)O.C(C)N(CC)CC triethylamine acetate